COC(CCCCCl)=O 5-chlorovaleric acid methyl ester